[N+](=O)([O-])C1=CC=C(C=C1)B1OC(C)(C)C(C)(C)O1 4-Nitrophenyl-boronic acid pinacol ester